NC=1C=C2C(C=3C(=C4C(=C5C(C=6C=C(C=CC6C35)N)=O)C3=CC=C(C=C3C4=O)N)C2=CC1)=O 2,7,12-triamino-5H-diindeno[1,2-a:1',2'-c]fluorene-5,10,15-trione